OCCC(CCC(=O)OCCC(CCC(=O)OC)(C)C)(C)C (6-methoxy-3,3-dimethyl-6-oxo-hexyl) 6-hydroxy-4,4-dimethyl-hexanoate